C1(=C(C=CC=C1)C1=CC=CC=2OC3=C(C21)C=CC=C3)C3=CC=CC=C3 (biphenylyl)dibenzofuran